C(CCC(=O)O)(=O)O butanedioic acid